5-(4-fluorophenyl)-7-methylpyrazolo[1,5-a]Pyrimidine-3-carboxylic acid FC1=CC=C(C=C1)C1=NC=2N(C(=C1)C)N=CC2C(=O)O